C(C1=CC=CC=C1)OC1=NC=C(C=C1Br)[N+](=O)[O-] 2-(Benzyloxy)-3-bromo-5-nitropyridine